C(=C)CCCCCP(O)=O vinylpentylphosphinic acid